NC1=CN(ON1O)C1CC(C1)O 4-amino-N'-hydroxy-N-(3-hydroxycyclobutyl)-1,2,5-oxadiazole